4-[5-(Trifluoromethyl)-2-pyridyl]piperidine FC(C=1C=CC(=NC1)C1CCNCC1)(F)F